CC1=NN(C(=C1)OCNC(CC)=O)C1=CC=CC=C1 N-((3-methyl-1-phenyl-1H-pyrazol-5-yl)oxy)methylpropanamide